NC1=NC(=C(C(=C1C#N)C=1C=C(C(=O)OC)C=CC1)C#N)N1CCCCC1 methyl 3-(2-amino-3,5-dicyano-6-(piperidin-1-yl)pyridin-4-yl)benzoate